dimethyl 2,2-dipentylmalonate C(CCCC)C(C(=O)OC)(C(=O)OC)CCCCC